tris(dimethylamino)aluminium CN(C)[Al](N(C)C)N(C)C